C(C)(C)OC(CCNC=1N=[N+](C2=C([N+]1[O-])C=CC=C2)[O-])=O.[Br] bromine 3-((3-isopropoxy-3-oxopropyl)amino)benzo[e][1,2,4]Triazine-1,4-dioxide